C(=O)O.C(=O)O.C(=O)O.C1=CC=CC=C1 benzene tri-formate